(2-bromobutyryl)-8-benzyloxyquinolone BrC(C(=O)C=1C(NC2=C(C=CC=C2C1)OCC1=CC=CC=C1)=O)CC